(5-methyl-2-oxo-1,3-dioxol-4-yl)methyl 4-nitrophenyl carbonate C(OCC=1OC(OC1C)=O)(OC1=CC=C(C=C1)[N+](=O)[O-])=O